1-trimethoxysiloxy-1-ethoxy-2-methyl-1,3-butadiene CO[Si](OC(=C(C=C)C)OCC)(OC)OC